ClC=1C=C(C=C(C1)NS(=O)(=O)C)NC(=O)C1=CN(C(=C1)C1=NC=C(C=C1OCC1=CC(=CC=C1)S(=O)(=O)C)F)C N-(3-chloro-5-(methylsulfonamido)phenyl)-5-(5-fluoro-3-((3-(methylsulfonyl)benzyl)oxy)pyridin-2-yl)-1-methyl-1H-pyrrole-3-carboxamide